(R)-tert-butyl 4-(6-((4-hydroxy-1-(3-phenylbutanoyl)piperidin-4-yl)methyl)-2-methyl-7-oxo-6,7-dihydro-2H-pyrazolo[4,3-d]pyrimidin-3-yl)benzylcarbamate OC1(CCN(CC1)C(C[C@@H](C)C1=CC=CC=C1)=O)CN1C=NC=2C(C1=O)=NN(C2C2=CC=C(CNC(OC(C)(C)C)=O)C=C2)C